CC(CC)(CCCCCCCCCCCCCCCC)C1=CNC(O1)=O 5-(3-methylnonadecan-3-yl)oxazol-2(3H)-one